(1s,3s)-3-(6-fluorobenzo[d]thiazol-4-yl)cyclobutan-1-ol FC1=CC2=C(N=CS2)C(=C1)C1CC(C1)O